6-bromo-3-methyl-1,8-naphthyridin-2-amine BrC=1C=C2C=C(C(=NC2=NC1)N)C